ClC=1C=C2C3(CCCCC3=NC2=CC1)CC1=C(C(=O)O)C=CC=C1 2-((6-chloro-1,2,3,4-tetrahydro-4aH-carbazol-4a-yl)methyl)benzoic acid